3-(1-(3-amino-5-fluoro-4-hydroxyphenyl)-2-methoxyethyl)-5-fluoropyridin-2(1H)-one NC=1C=C(C=C(C1O)F)C(COC)C=1C(NC=C(C1)F)=O